3-(8-oxabicyclo[3.2.1]octan-3-yl)propiolic acid C12CC(CC(CC1)O2)C#CC(=O)O